3-(2-methoxyphenyl)-N-[5-[(1-[[2-(trimethylsilyl)ethoxy]methyl]-1,3-benzodiazol-4-yl)methoxy]-1,3,4-thiadiazol-2-yl]pyridine-4-carboxamide COC1=C(C=CC=C1)C=1C=NC=CC1C(=O)NC=1SC(=NN1)OCC1=CC=CC=2N(C=NC21)COCC[Si](C)(C)C